(S,R,E)-4'-(2-(1-hydroxyethyl)-4-(methoxyimino)pyrrolidine-1-carbonyl)-2-methyl-[1,1'-biphenyl]-3-carbonitrile O[C@H](C)[C@H]1N(C/C(/C1)=N/OC)C(=O)C1=CC=C(C=C1)C1=C(C(=CC=C1)C#N)C